CN1CCC(CC1)NC(=O)C1=NC(=NC=C1)C1=CC2=C(C=CC=C2C=C1)NC(C=C)=O N-(1-methylpiperidin-4-yl)-2-[8-(prop-2-enamido)naphthalen-2-yl]pyrimidine-4-carboxamide